2,5-pentanediol diacrylate C(C=C)(=O)OC(C)CCCOC(C=C)=O